2-((1S,3s)-3-((R)-(4-methyl-4H-1,2,4-triazol-3-yl)(3-(6-(((1-methylcyclobutyl)-amino)methyl)-1-oxo-4-(trifluoromethyl)isoindolin-2-yl)phenyl)methyl)cyclobutyl)-acetonitrile CN1C(=NN=C1)[C@@H](C1CC(C1)CC#N)C1=CC(=CC=C1)N1C(C2=CC(=CC(=C2C1)C(F)(F)F)CNC1(CCC1)C)=O